C1(=CC=C2C=CC3=CC=CC4=CC=C1C2=C34)C=3C=C(C=CC3)C3=C4C=CC2=C(C4=NC=4C1=C(C=CC34)C=CC=C1)C=CC=C2 7-(3-(pyrene-1-yl)phenyl)dibenzo[c,h]acridine